C(C)N(C1=C(C=C(C(=C1)OC)NC1=NC=CC(=N1)C1=CN(C2=CC=CC=C12)C)NC(\C=C\CN1CCNCC1)=O)CC (E)-N-(2-(diethylamino)-4-methoxy-5-((4-(1-methyl-1H-indol-3-yl)pyrimidin-2-yl)amino)phenyl)-4-(piperazin-1-yl)but-2-enamide